2-(dimethylamino)ethyl 4-{[6-(5-chloro-2-fluorophenyl)-2H,3H,4H-pyrido[3,2-b][1,4]oxazin-8-yl]amino}pyridine-3-carboxylate ClC=1C=CC(=C(C1)C=1C=C(C=2OCCNC2N1)NC1=C(C=NC=C1)C(=O)OCCN(C)C)F